(6-(((3aR,6aS)-5-acryloylhexahydropyrrolo[3,4-c]pyrrol-2(1H)-yl)methyl)-4-methoxybenzo[d]isoxazol-3-yl)-2-methoxybenzenesulfonamide C(C=C)(=O)N1C[C@H]2[C@@H](C1)CN(C2)CC2=CC1=C(C(=NO1)C=1C(=C(C=CC1)S(=O)(=O)N)OC)C(=C2)OC